CSCC[C@@H](C(=O)N[C@@H](CCC(=O)N)C(=O)O)NC(=O)[C@H](CS)N The molecule is a tripeptide composed of L-cysteine, L-methionine and L-glutamine joined in sequence by peptide linkages. It derives from a L-cysteine, a L-methionine and a L-glutamine.